5,6-dimethyl-3-{[4-(trifluoromethyl)benzyl]sulfanyl}[1,2,4]triazol CC1=NC(=NN1)SCC1=CC=C(C=C1C)C(F)(F)F